C(C)C1(CN(CCC1)C1=C2C(=NC=C1)NC=C2C=2SC(=CN2)C)N 3-ethyl-1-[3-(5-methylthiazol-2-yl)-1H-pyrrolo[2,3-b]pyridin-4-yl]piperidin-3-amine